3-(9-((4-(aminomethyl)-2-cyanophenyl)carbamoyl)-4,5-dihydrobenzo[b]thieno[2,3-d]oxepin-8-yl)-6-(propylcarbamoyl)picolinic acid NCC1=CC(=C(C=C1)NC(=O)C1=CC2=C(OCCC3=C2SC=C3)C=C1C=1C(=NC(=CC1)C(NCCC)=O)C(=O)O)C#N